OC(=O)C(F)(F)F.N1=CN=CC(=C1)[C@H]1NOCC1 (3S)-3-pyrimidin-5-ylisoxazolidine TFA salt